NC1=CC=C(C=C1)C1=C2C(=NN(C1=O)C1=CC3=CN(N=C3C=C1)C)C=CC(N2)=O 4-(4-aminophenyl)-2-(2-methyl-2H-indazol-5-yl)pyrido[3,2-c]pyridazin-3,6(2H,5H)-dione